3-methanesulfonyl-9-methyl-3,4,7,15-tetraazatricyclo[12.3.1.02,6]Octadeca-1(18),2(6),4,14,16-pentaen-8-one CS(=O)(=O)N1C=2C=3C=CN=C(CCCCC(C(NC2C=N1)=O)C)C3